BrC=1C=C(C(=O)C(CC2=CC(=C(C=C2)S(=O)(=O)N)F)C(CC2CC2)=O)C=CC1 4-(2-(3-bromobenzoyl)-4-cyclopropyl-3-oxobutyl)-2-fluorobenzenesulfonamide